CCCCCC=CCCCC(CC)=O tridec-6-en-11-one